CC1=CC=CC(=N1)C1=NN(C=C1C1=CC=NC2=CC=CC=C12)C(NC1=CC=CC=C1)=S 3-(6-methylpyridin-2-yl)-4-(4-quinolinyl)-1-phenylthiocarbamoyl-1H-pyrazole